C1(=CC=CC=C1)C1=NN=C(S1)NC(C1=CC(=C(C(=C1)O)O)O)=O N-(5-phenyl-1,3,4-thiadiazol-2-yl)-3,4,5-trihydroxybenzamide